CC(C(C(=O)OCC)C1=CC(=NO1)N1CCC2(CC(C2)=O)CC1)C ethyl 3-methyl-2-[3-(2-oxo-7-azaspiro[3.5]nonan-7-yl)isoxazol-5-yl]butanoate